COC=1C=C2C(=NC=NC2=CC1OC)N1CC(C1)CCNC(C)=O N-{2-[1-(6,7-dimethoxyquinazolin-4-yl)azetidin-3-yl]ethyl}acetamide